C(C)(=O)N1CC(C1)C(=O)NCC1=CC=C(C=C1)NC1=CC=C(C=C1)N1CCC(CC1)C(F)(F)F 1-Acetyl-N-(4-((4-(4-(trifluoromethyl)piperidin-1-yl)phenyl)amino)benzyl)azetidine-3-carboxamide